NC1=NC(=NC=C1F)N1CCC(CC1)C(=O)OCC ethyl 1-(4-amino-5-fluoro-pyrimidin-2-yl)piperidine-4-carboxylate